(S)-N-(3-chloro-2,4-difluorophenyl)-3-(7,7-difluoro-4-(trifluoromethyl)-6,7-dihydro-5H-cyclopenta[b]pyridin-2-yl)-N-methyl-2-oxoimidazolidine-4-Formamide ClC=1C(=C(C=CC1F)N(C(=O)[C@H]1N(C(NC1)=O)C1=CC(=C2C(=N1)C(CC2)(F)F)C(F)(F)F)C)F